N-[[6-(6-methylpyridine-2-carbonyl)-6-azaspiro[2.5]octan-2-yl]methyl]furo[2,3-c]pyridine-2-carboxamide CC1=CC=CC(=N1)C(=O)N1CCC2(C(C2)CNC(=O)C2=CC=3C(=CN=CC3)O2)CC1